6-[[(3R)-1-[7-(ethylamino)-5-fluoro-3-methyl-2-oxo-indolin-3-yl]-3-piperidyl]amino]pyridine-3-carbonitrile C(C)NC=1C=C(C=C2C(C(NC12)=O)(C)N1C[C@@H](CCC1)NC1=CC=C(C=N1)C#N)F